4-isobutyl-2-(4-((5-methyl-1,3,4-oxadiazol-2-yl)methyl)piperazin-1-yl)benzonitrile C(C(C)C)C1=CC(=C(C#N)C=C1)N1CCN(CC1)CC=1OC(=NN1)C